methyl 4-bromo-3-{N'-[(tert-butoxy)carbonyl]-N'-methyl-N-(2-{[7-(5-methyl-1,2,4-oxadiazol-3-yl)isoquinolin-1-yl]amino}ethyl)hydrazinecarbonyl}benzoate BrC1=C(C=C(C(=O)OC)C=C1)C(=O)N(N(C)C(=O)OC(C)(C)C)CCNC1=NC=CC2=CC=C(C=C12)C1=NOC(=N1)C